CN1CCN(CC1)C=1OC2=C(N1)C=C(C=C2)NC(=O)C2=CC1=C(OCCO1)C=C2 2,3-dihydro-benzo[1,4]dioxine-6-carboxylic acid [2-(4-methyl-piperazin-1-yl)-benzooxazol-5-yl]-amide